COC(=O)C1=C2C(=NC(=C1)Cl)C=CN2CCO[Si](C)(C)C(C)(C)C (2-((tert-Butyldimethylsilyl)oxy)ethyl)-5-chloro-1H-pyrrolo[3,2-b]pyridine-7-carboxylic acid methyl ester